(5-aminopenta-1,3-diyn-1-yl)trimethylsilane NCC#CC#C[Si](C)(C)C